4,5,6,7-tetrahydrobenzo[c][1,2,5]oxadiazol-4-ol N=1ON=C2C1CCCC2O